2,6-dibromo-4-chlorobenzoate BrC1=C(C(=O)[O-])C(=CC(=C1)Cl)Br